tert-butyl (R)-4-(2-(3-methyl-2-oxo-2,3-dihydrooxazol-5-yl)pyrrolidin-1-yl)piperidine-1-carboxylate CN1C(OC(=C1)[C@@H]1N(CCC1)C1CCN(CC1)C(=O)OC(C)(C)C)=O